2-oxo-1,3-dihydropyrrolo[2,3-b]pyridine-5-carbonitrile O=C1CC=2C(=NC=C(C2)C#N)N1